(5aR,5bS,7aS,10aS,10bR)-5a,7a-dimethyl-2-((morpholino)amino)-4,5,5a,5b,6,7,7a,9,10,10a,10b,11,12,12a-tetradecahydro-8H-cyclopenta[7,8]phenanthro[2,1-d]thiazol-8-one C[C@@]12CCC=3N=C(SC3C2CC[C@H]2[C@H]3[C@](CC[C@H]12)(C(CC3)=O)C)NN3CCOCC3